COC(=O)C1(CCC1)C1=CC=C(C=C1)Br 1-(4-bromophenyl)cyclobutane-1-carboxylic acid methyl ester